4-(((tert-butoxycarbonyl) amino) methyl)-4-methoxypiperidine-1-carboxylate C(C)(C)(C)OC(=O)NCC1(CCN(CC1)C(=O)[O-])OC